3-Amino-N-(2,6-dibromo-4-(perfluoropropan-2-yl)phenyl)-4-fluorobenzamide NC=1C=C(C(=O)NC2=C(C=C(C=C2Br)C(C(F)(F)F)(C(F)(F)F)F)Br)C=CC1F